C(C)(=O)N1CCC(CC1)C1=NN(C=2C=CC=C(C12)C1=CC=C2C=NN(C2=C1F)C)CC(=O)OCC ethyl 2-[3-(1-acetylpiperidin-4-yl)-7'-fluoro-1'-methyl-[4,6'-biindazol]-1-yl]acetate